COC(=O)C1=NC2=C(C=CC=C2C(=C1OCC1=CC=CC=C1)Cl)F (phenylmethyloxy)-4-chloro-8-fluoroquinoline-2-carboxylic acid methyl ester